2-cyclopropyl-5-((2-(trifluoromethyl)pyridin-3-yl)methoxy)benzofuran-3-carboxylic acid C1(CC1)C=1OC2=C(C1C(=O)O)C=C(C=C2)OCC=2C(=NC=CC2)C(F)(F)F